N1(CCNCC1)C=1N=CC(=NC1)C1=NC(=NC=C1)N.[N] nitrogen (5-(piperazin-1-yl)pyrazin-2-yl)pyrimidin-2-amine